6-(azidomethyl)-4-phenylpyridine-2-carboxylic acid methyl ester COC(=O)C1=NC(=CC(=C1)C1=CC=CC=C1)CN=[N+]=[N-]